FC=1C=C(C=C(C1[Si](C)(C)C)F)NC(=O)[C@H]1C=2C=CC(=NC2CCN1C(=O)C1=CC(=NO1)O)COC (5R)-N-(3,5-difluoro-4-(trimethylsilyl)phenyl)-6-((3-hydroxy-1,2-oxazol-5-yl)carbonyl)-2-(methoxymethyl)-5,6,7,8-tetrahydro-1,6-naphthyridine-5-carboxamide